N-(3-CHLORO-4-(3-HYDROXYAZETIDINE-1-CARBONYL)PHENYL)-3-PHENYL-4-(TRIFLUOROMETHYL)ISOTHIAZOLE-5-CARBOXAMIDE ClC=1C=C(C=CC1C(=O)N1CC(C1)O)NC(=O)C1=C(C(=NS1)C1=CC=CC=C1)C(F)(F)F